2-hydroxyl-propanesulfonate OC(CS(=O)(=O)[O-])C